cyclopentyl-5-(2-(5-morpholinopyridin-2-yl)aminopyrimidin-4-yl)-pyridin-2(1H)-one C1(CCCC1)N1C(C=CC(=C1)C1=NC(=NC=C1)NC1=NC=C(C=C1)N1CCOCC1)=O